COC=1C=C(C=CC1OC)C=1NC2=CC=C(C=C2C1C(C)C)N1CCC(CC1)N(C)C 1-(2-(3,4-dimethoxyphenyl)-3-isopropyl-1H-indol-5-yl)-N,N-dimethylpiperidin-4-amine